C(C)[C@]1(C(OCC=2C(N3CC=4C(=NC=5C=C(C(=C6C5C4[C@H](CC6)NC(=O)OC(C6=CC=CC=C6)=O)C)F)C3=CC21)=O)=O)O benzoyl (1s,9s)-9-ethyl-5-fluoro-9-hydroxy-4-methyl-10,13-dioxo-2,3,9,10,13,15-hexahydro-1H,12H-benzo[de]pyrano[3',4':6,7]indolizino[1,2-b]quinoline-1-carbamate